NC1=C(C=2N(C(N(CC2C=N1)C1=C(C(=CC(=C1F)OC)OC)F)=O)C)C=1C=NN(C1)CC 7-amino-3-(2,6-difluoro-3,5-dimethoxyphenyl)-1-methyl-8-(1-ethyl-1H-pyrazol-4-yl)-3,4-dihydropyrido[4,3-d]pyrimidin-2(1H)-one